NC1(CCCCC1)C 3-amino-3-cyclohexylmethane